N-methoxy-N,1-dimethyl-3-(trifluoromethyl)-1H-pyrazole-5-carboxamide CON(C(=O)C1=CC(=NN1C)C(F)(F)F)C